non-5-yl 8-((3-hydroxylpropyl)amino)octanoate OCCCNCCCCCCCC(=O)OC(CCCC)CCCC